O1C(OCCC1)C=1C(=NC=NC1)OCC1=CC=C(C=C1)C(F)(F)F 5-(1,3-dioxacyclohexan-2-yl)-4-[[4-(trifluoromethyl)phenyl]methoxy]-pyrimidine